2-chloro-N-[(3S)-3-(4-chlorophenyl)-3-hydroxypropyl]-5-{2-acetamidoimidazo[1,2-b]pyridazin-6-yl}pyridine-3-carboxamide ClC1=NC=C(C=C1C(=O)NCC[C@H](O)C1=CC=C(C=C1)Cl)C=1C=CC=2N(N1)C=C(N2)NC(C)=O